2-(4-(4-((7-bromo-2-(2,6-dioxopiperidin-3-yl)-1-oxoisoindolin-5-yl)methyl)piperazin-1-yl)phenyl)-2H-indazole-7-carboxamide BrC=1C=C(C=C2CN(C(C12)=O)C1C(NC(CC1)=O)=O)CN1CCN(CC1)C1=CC=C(C=C1)N1N=C2C(=CC=CC2=C1)C(=O)N